4-iodopentylbenzoate IC(CCCOC(C1=CC=CC=C1)=O)C